C1(CC1)C#CC1(NC(N(C2=CC(=C(C=C12)C#N)CN1C=NC=CC1=O)CC1=CC=C(C=C1)OC)=O)C(F)(F)F 4-(cyclopropylethynyl)-1-(4-methoxybenzyl)-2-oxo-7-((6-oxopyrimidin-1(6H)-yl)methyl)-4-(trifluoromethyl)-1,2,3,4-tetrahydroquinazoline-6-carbonitrile